N-((1R,3R,5S)-8-((((1R,5S,6r)-3-(4-Fluorobenzyl)-3-azabicyclo[3.1.0]hexan-6-yl)methyl)sulfonyl)-8-azabicyclo[3.2.1]octan-3-yl)-5-(oxetan-3-yl)isoxazole-3-carboxamide FC1=CC=C(CN2C[C@H]3C([C@H]3C2)CS(=O)(=O)N2[C@H]3CC(C[C@@H]2CC3)NC(=O)C3=NOC(=C3)C3COC3)C=C1